tert-butyl (1S,5R)-3-(6-(benzyloxy)pyrazolo[1,5-a]pyridin-3-yl)-8-azabicyclo[3.2.1]oct-2-ene-8-carboxylate C(C1=CC=CC=C1)OC=1C=CC=2N(C1)N=CC2C2=C[C@@H]1CC[C@H](C2)N1C(=O)OC(C)(C)C